(4-tri-1-propylsilyltetrafluorophenyl) borate B(OC1=C(C(=C(C(=C1F)F)[Si](CCC)(CCC)CCC)F)F)([O-])[O-]